ClC=1N=CC2=C(C=CC(=C2C1)C(CO)C)N1[C@@H]([C@H](C1)CS(=O)(=O)C)C 2-{3-chloro-8-[(2R,3S)-3-(methylsulfonylmethyl)-2-methylazetidin-1-yl]isoquinolin-5-yl}propan-1-ol